(2S)-2-({2-chloro-5-[3-(pyridin-4-yl)-1,2,4-oxadiazol-5-yl]pyridin-4-yl}amino)-2-phenyl-ethanol ClC1=NC=C(C(=C1)N[C@H](CO)C1=CC=CC=C1)C1=NC(=NO1)C1=CC=NC=C1